2-(benzyloxy)-5-(4,4,5,5-tetramethyl-1,3,2-dioxaborolan-2-yl)benzaldehyde C(C1=CC=CC=C1)OC1=C(C=O)C=C(C=C1)B1OC(C(O1)(C)C)(C)C